CC=1N=C(C2=CC(=CC=C2C1)N1CCNCC1)N[C@H](C)C1=C(C(=CC=C1)C(F)(F)F)C (R)-3-methyl-N-(1-(2-methyl-3-(trifluoromethyl)phenyl)ethyl)-7-(piperazin-1-yl)isoquinolin-1-amine